OC1=C(C=CC(=C1)C(F)(F)F)B(O)O 2-hydroxy-4-trifluoromethylphenylboronic acid